2-hydroxy-N-(4-(4-(6-methyl-2-(pyrrolidin-1-yl)pyrimidin-4-yl)-1H-1,2,3-triazol-1-yl)-3-(6-azaspiro[2.5]octan-6-yl)phenyl)ethane-1-sulfonamide OCCS(=O)(=O)NC1=CC(=C(C=C1)N1N=NC(=C1)C1=NC(=NC(=C1)C)N1CCCC1)N1CCC2(CC2)CC1